3-diphenylamino-6-(2-pyridinyl)phenyldiphenylboron C1(=CC=CC=C1)N(C=1C=C(C(=CC1)C1=NC=CC=C1)B(C1=CC=CC=C1)C1=CC=CC=C1)C1=CC=CC=C1